C(C1=CC=CC=C1)OC(=O)N1C(COCC1)C1CN(C1)C1=C(C=NC2=CC=C(C=C12)Cl)Br 3-[1-(3-bromo-6-chloroquinolin-4-yl)azetidin-3-yl]Morpholine-4-carboxylic acid benzyl ester